COC=1C=CC2=C(C=C(O2)C(=O)NN2CCC(CC2)NC(OC(C)(C)C)=O)C1 tert-butyl (1-(5-methoxybenzofuran-2-carboxamido)piperidin-4-yl)carbamate